2-norbornanol C12C(CC(CC1)C2)O